C(CCC)C1(CS(C2=C(N(C1)C1=CC=C(C=C1)F)C=C(C(=C2)O\C=C(\C(=O)O)/F)SC)(=O)=O)CC (Z)-3-((3-butyl-3-ethyl-5-(4-fluorophenyl)-7-(methylthio)-1,1-dioxido-2,3,4,5-tetrahydro-1,5-benzothiazepin-8-yl)oxy)-2-fluoroacrylic acid